CC=1C(=NC=CC1)C(=O)N methylpicolinamide